6-bromo-1H-pyrazin-2-one BrC1=CN=CC(N1)=O